P(=O)(O)(O)O.N1=CN=C2NC=NC2=C1N[C@@H](CC)C=1OC2=CC=CC=C2C(C1C1=CC(=CC=C1)F)=O (S)-2-(1-(9H-purin-6-ylamino)propyl)-3-(3-fluorophenyl)-4H-chromen-4-one phosphate